3,4,5-trimethoxy-2'-amino-4'-(1,1-difluoro)ethyl-stilbene COC=1C=C(C=C(C1OC)OC)C=CC1=C(C=C(C=C1)C(C)(F)F)N